S1SC(S1)=S trithiocarbonic thioester